phenylaminopyrazolo[1,5-a]pyrimidine-3-carboxylate C1(=CC=CC=C1)NC1=NN2C(N=CC=C2)=C1C(=O)[O-]